(2S,6R)-4-(3-(1H-indazol-4-yl)imidazo[1,2-b]pyridazin-6-yl)-2,6-dimethylmorpholine N1N=CC2=C(C=CC=C12)C1=CN=C2N1N=C(C=C2)N2C[C@@H](O[C@@H](C2)C)C